4-(8-(1-propenylpyrrolidin-3-yl)quinazolin-6-yl)-N-(4-cyclopropylpyridin-2-yl)-2-fluorobenzamide C(=CC)N1CC(CC1)C=1C=C(C=C2C=NC=NC12)C1=CC(=C(C(=O)NC2=NC=CC(=C2)C2CC2)C=C1)F